1-{5-[4-fluoro-2-(piperidin-4-yl)-1,3-benzothiazol-6-yl]-2-methyl-2H-indazol-7-yl}methylamine FC1=CC(=CC2=C1N=C(S2)C2CCNCC2)C2=CC1=CN(N=C1C(=C2)CN)C